Cl.COC1=C(C=C(C(=C1)C(F)(F)F)OC)[C@@H]1CNC[C@H](C1)C Trans-3-(2,5-dimethoxy-4-(trifluoromethyl)phenyl)-5-methylpiperidine Hydrochloride